S(N)(=O)(=O)C1=CC=C(C=C1)C1=CC(=CC=C1)C(=O)N 4'-sulfamoyl-[1,1'-biphenyl]-3-carboxamide